ClC1=C(C=C2C=C(N=CC2=C1)NC(=O)[C@H]1[C@@H](C1)F)C1CCN(CC1)[C@@]1(COC[C@@H]1O)C (1S,2R)-N-(7-chloro-6-(1-((3R,4R)-4-hydroxy-3-methyltetrahydrofuran-3-yl)piperidin-4-yl)isoquinolin-3-yl)-2-fluorocyclopropane-1-carboxamide